2,5-dichloro-N-[(furan-2-yl)methyl]-6-[2-(methylamino)ethyl]-7H-pyrrolo[2,3-d]pyrimidin-4-amine ClC=1N=C(C2=C(N1)NC(=C2Cl)CCNC)NCC=2OC=CC2